(4-(difluoromethylene)piperidin-1-yl)-3-fluoro-6H-pyrano[3,4-b]pyridin-5(8H)-one FC(=C1CCN(CC1)C1=C(C=C2C(=N1)COCC2=O)F)F